[Cl-].[Cl-].ClC1=C(O[Ti+2]C2C(=CC=C2)C)C(=CC(=C1)Cl)Cl 2,4,6-trichlorophenoxy(2-methylcyclopentadienyl)titanium dichloride